NCC(=O)N1CC(CC1)C(=O)N(C)[C@H](C(F)(F)F)C1=CC=C(C=C1)N1C=2C=NC3=CC(=NN3C2CCC1)Cl 1-(2-aminoacetyl)-N-[(1S)-1-[4-(4-chloro-2,3,7,10-tetrazatricyclo[7.4.0.02,6]trideca-1(9),3,5,7-tetraen-10-yl)phenyl]-2,2,2-trifluoro-ethyl]-N-methyl-pyrrolidine-3-carboxamide